C1(CC1)C1=C(C(=NO1)C1=C(C=CC=C1Cl)Cl)COC1C2CN(CC1C2)C2=CC(=C1C(=CN(C1=C2)C)C(=O)O)F 6-(6-((5-Cyclopropyl-3-(2,6-dichlorophenyl)isoxazol-4-yl)methoxy)-3-azabicyclo[3.1.1]heptane-3-yl)-4-fluoro-1-methyl-1H-indole-3-carboxylic acid